2,6-dichloro-7-tetrahydropyran-2-yl-purine ClC1=NC(=C2N(C=NC2=N1)C1OCCCC1)Cl